FC=1C=C2[C@H](CC3(NC2=CC1)CCN(CC3)C(=O)NCC3=C(C=C(C=C3)F)O)O (S)-6'-fluoro-N-(4-fluoro-2-hydroxybenzyl)-4'-hydroxy-3',4'-dihydro-1'h-spiro[piperidine-4,2'-quinoline]-1-carboxamide